C(=C)C1=NC(=C2C(=N1)NN=C2)NC2=CC=C(C=C2)OC2=CC=CC=C2 6-ethenyl-N-(4-phenoxyphenyl)-1H-pyrazolo[3,4-d]pyrimidin-4-amine